C(C1=CC=CC=C1)(=O)NC1=CC=C(C(=O)NC2=C(C=CC(=C2)C=2OC3=C(N2)C=CC=C3)OC)C=C1 4-benzamido-N-[5-(1,3-benzoxazol-2-yl)-2-methoxyphenyl]benzamide